FC1=C(C(=CC(=C1)OC)F)C1=C(C(N(N1C)C1=NC(=CC=C1C(F)(F)F)NC1(CC1)C)=O)NC(C1=CC=C(C=C1)OC(F)F)=O N-[5-(2,6-difluoro-4-methoxyphenyl)-1-methyl-2-{6-[(1-methylcyclopropyl)amino]-3-(trifluoromethyl)pyridin-2-yl}-3-oxo-2,3-dihydro-1H-pyrazol-4-yl]-4-(difluoromethoxy)benzamide